FC(C1=NN=C(O1)C1=CC=C(CN2N=C(N=N2)C=2C=C3NC(C4(NC3=CC2)CCCC4)=O)C=C1)F 6'-(2-(4-(5-(difluoromethyl)-1,3,4-oxadiazol-2-yl)benzyl)-2H-tetrazol-5-yl)-1',4'-dihydro-3'H-spiro[cyclopentane-1,2'-quinoxalin]-3'-one